o-nitro-p-trifluoromethyl-benzoic acid [N+](=O)([O-])C1=C(C(=O)O)C=CC(=C1)C(F)(F)F